C(C)(=O)NC1=CN=CN1 5-Acetylaminoimidazole